2-(2-(4-(3-(5-cyano-1-p-toluenesulfonyl-1H-indol-3-yl)propyl)piperazin-1-yl)-pyrimidin-5-yl)-4-methylthiazole-5-carboxamide C(#N)C=1C=C2C(=CN(C2=CC1)S(=O)(=O)C1=CC=C(C)C=C1)CCCN1CCN(CC1)C1=NC=C(C=N1)C=1SC(=C(N1)C)C(=O)N